ClC1=C(C(=O)NC2=CC=C(C=N2)C(=O)O)C=C(C(=C1)Cl)F 6-(2,4-Dichloro-5-fluorobenzamido)pyridine-3-carboxylic acid